1-[4-(1,3-benzothiazol-2-yloxy)phenyl]-2,2,2-trifluoro-N-methylethanamine S1C(=NC2=C1C=CC=C2)OC2=CC=C(C=C2)C(C(F)(F)F)NC